4-(Phenylmethylamino)-3-bromo-N-ethyl-N-[(4-methoxyphenyl)methyl]Benzenesulfonamide C1(=CC=CC=C1)CNC1=C(C=C(C=C1)S(=O)(=O)N(CC1=CC=C(C=C1)OC)CC)Br